(2S,4R)-1-[(2S)-2-(4-cyclopropyltriazol-1-yl)-3,3-dimethyl-butanoyl]-4-hydroxy-N-(2-isopropyl-6-oxo-1,3,4,7,8,8a-hexahydropyrrolo[1,2-a]pyrazin-7-yl)pyrrolidine-2-carboxamide C1(CC1)C=1N=NN(C1)[C@H](C(=O)N1[C@@H](C[C@H](C1)O)C(=O)NC1CC2N(CCN(C2)C(C)C)C1=O)C(C)(C)C